FC(C(=O)N=S(CCC)(=O)C=1C=NC(=NC1)N1CCN(CC1)C(C)C=1C=CC2=C(N=C(S2)C)C1)(F)F 2,2,2-trifluoro-N-((2-(4-(1-(2-methylbenzo[d]thiazol-5-yl)ethyl)piperazin-1-yl)pyrimidin-5-yl)(oxo)(propyl)-λ6-sulfanylidene)acetamide